tert-butyl 6-([1-[(benzyloxy)carbonyl]piperidin-4-yl]methyl)-2,6-diazaspiro[3.3]heptane-2-carboxylate C(C1=CC=CC=C1)OC(=O)N1CCC(CC1)CN1CC2(CN(C2)C(=O)OC(C)(C)C)C1